FC1(CN(CC1)C1=NC=CC(=C1NC(=O)C=1C=NC(=NC1)C(C)C)C1=CC=C(C=C1)C(C)(C)O)F N-[2-(3,3-difluoropyrrolidin-1-yl)-4-[4-(1-hydroxy-1-methyl-ethyl)-phenyl]-3-pyridyl]-2-isopropyl-pyrimidine-5-carboxamide